FC1=C(C=CC(=C1)I)NC1=C(C=2C(=NC=C(C2)OC)S1)C(=O)NOCCO 2-((2-fluoro-4-iodophenyl)amino)-N-(2-hydroxyethoxy)-5-methoxythieno[2,3-b]pyridine-3-carboxamide